F[C@H]1[C@H](C1)C(=O)NC1=NC=C2C=C(C(=NC2=C1)C(=O)N1CCOCC1)C=1C=NC(=CC1C)C(CC)O (1R,2R)-2-fluoro-N-(3-(6-(1-hydroxypropyl)-4-methylpyridin-3-yl)-2-(morpholine-4-carbonyl)-1,6-naphthyridin-7-yl)cyclopropane-1-carboxamide